OC1=CC=C(C=C1)CC(C(=O)O)=O 3-(4-hydroxyphenyl)pyruvic acid